NC1=NN(C2=CC(=CC(=C12)C1=CC=C(C=C1)NC(=O)C=1C(N(C=CC1OCC)C1=CC=C(C=C1)F)=O)N1C[C@@H]2N(CC1)C(CC2)=O)C (R)-N-(4-(3-amino-1-methyl-6-(6-oxohexahydropyrrolo[1,2-a]pyrazin-2(1H)-yl)-1H-indazol-4-yl)phenyl)-4-ethoxy-1-(4-fluorophenyl)-2-oxo-1,2-dihydropyridine-3-carboxamide